C(C)(C)(C)OC(=O)N([C@H](C(=O)N[C@@H](C(=O)OC)CC1=CC(=NO1)OC)CC(C)C)C methyl (R)-2-((S)-2-((tert-butoxycarbonyl)(methyl)amino)-4-methylpentanamido)-3-(3-methoxyisoxazol-5-yl)propanoate